N-[(4-methoxyphenyl)methyl]-N-methylpyrrolo[2,3-d]pyrimidin-4-amine COC1=CC=C(C=C1)CN(C1=C2C(NC=N1)=NC=C2)C